tert-butyl ((S)-1-(((S)-1-((4-(hydroxymethyl) phenyl)amino)-1-oxo-5-ureidopentan-2-yl)amino)-3-methyl-1-oxobutan-2-yl)carbamate OCC1=CC=C(C=C1)NC([C@H](CCCNC(=O)N)NC([C@H](C(C)C)NC(OC(C)(C)C)=O)=O)=O